ClC=1C(=CC(=NC1)NC(C[C@H]1CN(CCC1)S(=O)(=O)C)=O)C1=C2N(N=C1)CC(C2)(C)C (S)-N-(5-chloro-4-(5,5-dimethyl-5,6-dihydro-4H-pyrrolo[1,2-b]pyrazol-3-yl)pyridin-2-yl)-2-(1-(methylsulfonyl)piperidin-3-yl)acetamide